5-((tert-butyldimethylsilyl)ethynyl)-2-chloro-N-cyclopentylpyridin-4-amine [Si](C)(C)(C(C)(C)C)C#CC=1C(=CC(=NC1)Cl)NC1CCCC1